(S)-N-(5-chlorothiazol-2-yl)-2-(3,4-dicyanophenyl)-2-((R)-3,3-difluorocyclopentyl)acetamide ClC1=CN=C(S1)NC([C@@H]([C@H]1CC(CC1)(F)F)C1=CC(=C(C=C1)C#N)C#N)=O